tert-butyl (S)-((3'-chloro-2'-(2-chloro-3-((5-chloro-2-fluoro-3-formylphenyl)amino)phenyl)-6-methoxy-[2,4'-bipyridin]-5-yl)methyl)((5-oxopyrrolidin-2-yl)methyl)carbamate ClC=1C(=NC=CC1C1=NC(=C(C=C1)CN(C(OC(C)(C)C)=O)C[C@H]1NC(CC1)=O)OC)C1=C(C(=CC=C1)NC1=C(C(=CC(=C1)Cl)C=O)F)Cl